trimethyl(6-phenyl-1-cyclohexen-1-yl)silane C[Si](C1=CCCCC1C1=CC=CC=C1)(C)C